N12CCNCCOCCNCCN(CCNCCOCCNCC1)CCNCCOCCNCC2 7,19,30-trioxa-1,4,10,13,16,22,27,33-octaazabicyclo[11.11.11]pentatriacontane